7-(1H-indol-2-ylmethyl)-2-(4-pyridyl)-2,7-diazaspiro[4.4]nonane N1C(=CC2=CC=CC=C12)CN1CC2(CCN(C2)C2=CC=NC=C2)CC1